COC=1SC2=C(N1)NC(=C2)C(=O)NC2CC[Si]1(CC2)CCCCC1 2-methoxy-N-(6-silaspiro[5.5]undecan-3-yl)-4H-pyrrolo[2,3-d]thiazole-5-carboxamide